N[C@H](COCCC(=O)N1CCN(CC1)C1=NC=C(C=N1)C(F)(F)F)C (S)-3-(2-aminopropoxy)-1-(4-(5-(trifluoromethyl)pyrimidin-2-yl)piperazine-1-yl)propan-1-one